(3RS,4RS)-4-((4-(Ethyl(((1r,4R)-4-(trifluoromethyl)cyclohexyl)methyl)amino)-7H-pyrrolo[2,3-d]pyrimidin-7-yl)methyl)piperidin-3-ol C(C)N(C=1C2=C(N=CN1)N(C=C2)C[C@@H]2[C@H](CNCC2)O)CC2CCC(CC2)C(F)(F)F |r|